C(C)(C)(C)OC(=O)N1C[C@H](C[C@@H](C1)F)NC=1C2=C(N=CN1)C(=CC(=N2)C=2C=NN(C2)C2CCOCC2)C(N)=O (3S,5S)-3-({8-carbamoyl-6-[1-(tetrahydropyran-4-yl)-1H-pyrazol-4-yl]pyrido[3,2-d]pyrimidin-4-yl}amino)-5-fluoropiperidine-1-carboxylic acid tert-butyl ester